C(C)(C)(C)OC(NCCC1=C(C=CC=C1)OCCOCCOC)=O 2-(2-(2-methoxyethoxy)ethoxy)phenethylcarbamic acid tert-butyl ester